NCC=1C=C(C=CC1)C=1C=C(C2=C(C(=CO2)COC2=C(C=CC=C2)CC(=O)OCC)C1)CN1CCOCC1 ethyl 2-(2-((5-(3-(aminomethyl)phenyl)-7-(morpholinomethyl)benzofuran-3-yl)methoxy)phenyl)acetate